C[C@H]1N(CCOC1)C=1N=C2N(C(C1)=O)[C@H](CCN2CC(C(C)C)=O)C(F)(F)F (R)-2-((R)-3-Methyl-morpholin-4-yl)-9-(3-methyl-2-oxobutyl)-6-trifluoromethyl-6,7,8,9-tetrahydro-pyrimido[1,2-a]-pyrimidin-4-one